2-((2R,4S)-1-(2-bromopyridin-4-yl)-4-((tert-butyldimethylsilyl)oxy)pyrrolidin-2-yl)-6-cyclopropylimidazo[1,2-a]pyridine BrC1=NC=CC(=C1)N1[C@H](C[C@@H](C1)O[Si](C)(C)C(C)(C)C)C=1N=C2N(C=C(C=C2)C2CC2)C1